1-methyl-5-phenyl-2,3-indolinedione CN1C(C(C2=CC(=CC=C12)C1=CC=CC=C1)=O)=O